C(C1=CC=CC=C1)OC1=NC(=CC=C1C=1C=NC=C(C1)N1CCN(CC1)CC1CCN(CC1)C(=O)OCCCC)OCC1=CC=CC=C1 butyl 4-((4-(2',6'-bis(benzyloxy)-[3,3'-bipyridin]-5-yl)piperazin-1-yl)methyl)piperidine-1-carboxylate